3-(5-(4-((4-(2-hydroxypropan-2-yl)piperidin-1-yl)methyl)-5-methylpyridin-2-yl)-1-oxoisoindolin-2-yl)piperidine OC(C)(C)C1CCN(CC1)CC1=CC(=NC=C1C)C=1C=C2CN(C(C2=CC1)=O)C1CNCCC1